CN(C)CC=1NC2=CC=CC=C2C1C1NC(C2=CC(=C(C=C12)O)C)=O 3-{2-[(dimethylamino)methyl]-1H-indol-3-yl}-5-hydroxy-6-methyl-2,3-dihydro-1H-isoindol-1-one